O.ClC1=C(C(=O)N2COC3=C(C2)C=CC=C3C3=CC(=C(C(=O)O)C=C3F)N3C2COCC3CC2)C=CC(=C1)N1[C@@H](CN([C@@H](C1)C)C)C 4-[3-[2-Chloro-4-[(2r,5r)-2,4,5-trimethylpiperazin-1-yl]benzoyl]-2,4-dihydro-1,3-benzoxazin-8-yl]-5-fluoro-2-(3-oxa-8-azabicyclo[3.2.1]oct-8-yl)benzoic acid hydrate